ClC1=CC=C(C(=N1)C(=O)O)N[C@H](C)C1=C2N=C(C(=NC2=CC(=C1)C)C#N)N(C1C(C2=CC=CC=C2C1)C)C 6-chloro-3-(((1R)-1-(2-cyano-7-methyl-3-(methyl(1-methyl-2,3-dihydro-1H-inden-2-yl)amino)quinoxalin-5-yl)ethyl)amino)picolinic acid